(R)-7-fluoro-4-[4-(3-methanesulfonyl-propoxy)-2,6-dimethyl-phenyl]-indan-1-ylamine FC=1C=CC(=C2CC[C@H](C12)N)C1=C(C=C(C=C1C)OCCCS(=O)(=O)C)C